N-[(2,6-difluorophenyl)methyl]-6-methyl-4-[(1-methylcyclopropyl)amino]furo[2,3-d]pyrimidine-5-carboxamide FC1=C(C(=CC=C1)F)CNC(=O)C1=C(OC=2N=CN=C(C21)NC2(CC2)C)C